C(C)(C)(C)OC(=O)N1[C@H]2[C@H]([C@H](C[C@@H]1CC2)N(C)C=2N=NC(=CN2)Cl)F |r| (±)-(1R,2S,3S,5S)-3-((6-chloro-1,2,4-triazin-3-yl)(methyl)amino)-2-fluoro-8-azabicyclo[3.2.1]octane-8-carboxylic acid tert-butyl ester